5-(1-((4-methoxybenzyl)oxy)ethyl)-1,3,4-oxadiazole COC1=CC=C(COC(C)C2=NN=CO2)C=C1